(R and S)-7-(2-methylpyridin-4-yl)-2-(2-(quinuclidin-3-yl)ethyl)isoindolin-1-one CC1=NC=CC(=C1)C=1C=CC=C2CN(C(C12)=O)CC[C@H]1CN2CCC1CC2 |r|